FC(C1=CC=C(S1)C1=CN=C2N1N=C(C=C2)NC21CCC(CC2)(CC1)O)(F)F 4-[[3-[5-(trifluoromethyl)-2-thienyl]imidazo[1,2-b]pyridazin-6-yl]amino]bicyclo[2.2.2]octan-1-ol